N-[2-fluoro-3-[5-(2-methylpyrimidin-5-yl)-1H-pyrrolo[2,3-b]pyridine-3-carbonyl]phenyl]pyrrolidine FC1=C(C=CC=C1C(=O)C1=CNC2=NC=C(C=C21)C=2C=NC(=NC2)C)N2CCCC2